2-[2-[[5-[3-[bis(2-hydroxyethyl)-methyl-ammonio]propoxy]-6-methoxy-1,3-benzothiazol-2-yl]methylcarbamoyl]-5,6-difluoro-indan-2-yl]acetate OCC[N+](CCCOC=1C(=CC2=C(N=C(S2)CNC(=O)C2(CC3=CC(=C(C=C3C2)F)F)CC(=O)[O-])C1)OC)(C)CCO